8-bromo-2-(((2-chloro-6-methylpyridin-4-yl)oxy)methyl)-6-cyclopropyl-imidazo[1,2-a]pyridine BrC=1C=2N(C=C(C1)C1CC1)C=C(N2)COC2=CC(=NC(=C2)C)Cl